NCC=1OC2=C(C1)C=CC=C2C(=O)OC methyl 2-(aminomethyl)benzofuran-7-carboxylate